ClC1=C(C(=C(C=C1OC)OC)Cl)C1=CC2=C(N=C(N=C2)NC2=C(C=CC=C2C)NC(C=C)=O)C(=N1)NCC1COCC1 N-(2-((6-(2,6-dichloro-3,5-dimethoxyphenyl)-8-(((tetrahydrofuran-3-yl)methyl)amino)pyrido[3,4-d]pyrimidin-2-yl)amino)-3-methylphenyl)acrylamide